C(C)(C)N1CCN(C(CC1)=O)C1=CC(=CC=C1)O[C@H](CCNC)C=1SC=CC1 (R)-1-isopropyl-4-(3-(3-(methylamino)-1-(thiophen-2-yl)propoxy)phenyl)-1,4-diazepan-5-one